isoquinolin-2(1H)-one C1=CC=C2C(=C1)C=CNC2=O